[6-[(3,4-dimethylpyrimidino[4',5':4,5]thieno[2,3-c]pyridazin-8-yl)amino]-2-azaspiro[3.3]heptan-2-yl]-tetrahydropyran-4-yl-methanone CC1=C(C2=C(N=N1)SC1=C2N=CN=C1NC1CC2(CN(C2)C(=O)C2CCOCC2)C1)C